N-(2-fluoro-4-(4-oxa-1,9-diazaspiro[5.5]undecan-9-yl)phenyl)-7-methoxy-2-methylimidazo[1,2-a]pyridine-6-carboxamide FC1=C(C=CC(=C1)N1CCC2(COCCN2)CC1)NC(=O)C=1C(=CC=2N(C1)C=C(N2)C)OC